2-[(4-tert-butylphenyl)amino]-4-[(1-oxo-1,2,3,4-tetrahydroisoquinolin-5-yl)amino]pyrimidine-5-carboxamide C(C)(C)(C)C1=CC=C(C=C1)NC1=NC=C(C(=N1)NC1=C2CCNC(C2=CC=C1)=O)C(=O)N